BrC=1SC=C(C1)CBr 2-bromo-4-(bromomethyl)thiophene